COC1=CC(=CC=C1)C#CC 1-methoxy-3-(prop-1-yn-1-yl)benzene